4-((2-phenoxyethyl)(4-(5,6,7,8-tetrahydro-1,8-naphthyridin-2-yl)butyl)amino)-2-((2-(pyridin-3-yl)quinazolin-4-yl)amino)butanoic acid O(C1=CC=CC=C1)CCN(CCC(C(=O)O)NC1=NC(=NC2=CC=CC=C12)C=1C=NC=CC1)CCCCC1=NC=2NCCCC2C=C1